C(#N)C1N(CCCC1)S(=O)(=O)N[C@@H](C(C)C1=C(C(=CC=C1F)C)C)C=1OC(NN1)=O 2-cyano-N-[(1S)-2-(6-fluoro-2,3-dimethylphenyl)-1-(5-oxo-4H-1,3,4-oxadiazol-2-yl)propyl]piperidine-1-sulfonamide